N[C@@H](CC(N)=O)C(=O)CC(=O)O asparaginyl-acetic acid